OCCCCCCCCC(=O)O 9-hydroxynonanoic acid